ClC=1N=C(C2=C(N1)N(C=C2)[C@H]2[C@@H]([C@@H]([C@H](O2)COCP(O)(O)=O)O)O)N[C@@H](CC)C2=CC=CC=C2 [(2R,3S,4R,5R)-5-[2-chloro-4-[[(1S)-1-phenylpropyl]amino]-pyrrolo[2,3-d]-pyrimidin-7-yl]-3,4-dihydroxy-tetrahydro-furan-2-yl]methoxy-methylphosphonic acid